N,N-bis(2-hydroxyethyl)aminoethyl-sulfonic acid OCCN(CCO)CCS(=O)(=O)O